OC1CCC(NCC1)C 5-hydroxy-2-methylazepan